tert-Butyl (1R,4R,5S)-5-((7-Bromo-6-(2-cyanoethyl)-8-fluoro-3-iodo-2-(methylthio) quinolin-4-yl) (tert-butoxycarbonyl) amino)-2-azabicyclo[2.1.1]hexane-2-carboxylate BrC1=C(C=C2C(=C(C(=NC2=C1F)SC)I)N([C@H]1[C@H]2CN([C@@H]1C2)C(=O)OC(C)(C)C)C(=O)OC(C)(C)C)CCC#N